ClC=1C=CC2=C(N=C(O2)C2CC3(CC(C3)NC(=O)C=3OC(=CC3)S(=O)(=O)CCOC)C2)C1 N-[6-(5-chloro-1,3-benzoxazol-2-yl)spiro[3.3]heptan-2-yl]-5-(2-methoxyethylsulfonyl)furan-2-carboxamide